ethyl (Z)-((8-((2,2'-dichloro-3'-(2-fluoro-2-(7-isopropyl-5,6,7,8-tetrahydro-2,7-naphthyridin-3-yl)vinyl)-[1,1'-biphenyl]-3-yl)amino)-1,7-naphthyridin-3-yl)methyl)-D-serinate ClC1=C(C=CC=C1NC=1N=CC=C2C=C(C=NC12)CN[C@H](CO)C(=O)OCC)C1=C(C(=CC=C1)\C=C(\C=1N=CC=2CN(CCC2C1)C(C)C)/F)Cl